BrC1=CC=CC=2N=C(OC21)C2=CC1=C(N(N=N1)CC(C)C)C=C2 7-bromo-2-(1-isobutyl-1H-benzo[d][1,2,3]triazol-5-yl)benzo[d]oxazole